CN(C1=CC=C(C=C1)C=1N=C(C=2C=CC=NC2C1)NCC1=CC=NC=C1)C 7-[4-(dimethylamino)phenyl]-N-(4-pyridylmethyl)-1,6-naphthyridin-5-amine